2,8-difluoro-5-(trifluoromethyl)-5H-dibenzo[b,d]thiophen-5-ium trifluoromethanesulfonate FC(S(=O)(=O)[O-])(F)F.FC1=CC2=C([S+](C3=C2C=C(C=C3)F)C(F)(F)F)C=C1